Cl[C@@H]1C[C@H]2[C@H](CCC3=C(O2)C(=C(C=C3)C(=O)O)F)[C@H]1\C=C\C(C(C)(C1=CSC=C1)C)O (1R,2R,3aS,10aR)-2-chloro-5-fluoro-1-[(1E,3ξ)-3-hydroxy-4-methyl-4-(3-thienyl)-1-penten-1-yl]-2,3,3a,9,10,10a-hexahydro-1H-benzo[b]cyclopenta[f]oxepin-6-carboxylic acid